3,5-bis(difluoromethoxy)-2-fluorobenzonitrile FC(OC=1C(=C(C#N)C=C(C1)OC(F)F)F)F